C(=O)(O)[N-]CC=C carboxyl-allylamide